C(CC)(=O)OC1=CC(=C(C(=C1)C(C)(C)C)O)C(C)(C)C 3,5-di-tertiary-butyl-4-hydroxyphenyl propionate